3-(7-CHLORO-1H-INDAZOL-5-YL)-2,5-BIS(TRIFLUOROMETHYL)-3H-IMIDAZO[4,5-B]PYRIDINE ClC=1C=C(C=C2C=NNC12)N1C(=NC=2C1=NC(=CC2)C(F)(F)F)C(F)(F)F